ClC=1C=CC=C2C=CC(=NC12)NC1=CC(=CC=C1)C(F)(F)F 8-chloro-N-(3-(trifluoromethyl)phenyl)quinolin-2-amine